Cl.N1[C@@H](COCC1)C(=O)N (S)-morpholine-3-carboxamide hydrochloride